ClC1=C(C(=C(C(=C1[2H])[2H])C1=C(C(=C(C=2N(C3=C(C(=C(C(=C3C12)[2H])[2H])[2H])[2H])C1=C(C(=C(C(=C1[2H])[2H])[2H])[2H])[2H])[2H])[2H])[2H])[2H])[2H] 4-(4-chlorophenyl-2,3,5,6-d4)-9-(phenyl-d5)-9H-carbazole-1,2,3,5,6,7,8-d7